C(CCCCCCCCCCC)O[SiH2]OCCCCCCCCCCCC Dilauryloxysilane